NC=1NC(C2=C(N1)N=CC(=C2)C#N)=O 2-amino-6-cyano-pyrido[2,3-d]pyrimidin-4-one